C(C)(C)(C)C1=CC=C(CC(C=O)C)C=C1 2-(4-tert.-Butyl-benzyl)propionaldehyd